FC1=C(CN(C(OC(C)(C)C)=O)C)C=CC=C1[N+](=O)[O-] tert-butyl (2-fluoro-3-nitrobenzyl)(methyl)carbamate